(1-(5-(trifluoromethyl)pyrimidin-2-yl)piperidin-4-yl)carbamic acid tert-butyl ester C(C)(C)(C)OC(NC1CCN(CC1)C1=NC=C(C=N1)C(F)(F)F)=O